(2S,3S)-ethyl 3-((2-(2-chloro-5-trityl-5H-pyrrolo[2,3-b]pyrazin-7-yl)-6-(oxazol-2-yl)pyrimidin-4-yl)amino)bicyclo[2.2.2]octane-2-carboxylate ClC=1N=C2C(=NC1)N(C=C2C2=NC(=CC(=N2)N[C@@H]2[C@H](C1CCC2CC1)C(=O)OCC)C=1OC=CN1)C(C1=CC=CC=C1)(C1=CC=CC=C1)C1=CC=CC=C1